3-((2-chloro-6-(difluoromethyl)-7H-pyrrolo[2,3-d]pyrimidin-7-yl)methyl)pyrazine ClC=1N=CC2=C(N1)N(C(=C2)C(F)F)CC=2C=NC=CN2